SCCCCCCCCCCCCCCCC(=O)O 16-Mercaptohexadecanoic acid